methyl 4-(chlorocarbonyl)-3-methylbenzoate ClC(=O)C1=C(C=C(C(=O)OC)C=C1)C